4-amino-5-ethylthiazole formate C(=O)O.NC=1N=CSC1CC